(3S)-1-[3-[4-[4-Methyl-2-(pyrrolidine-1-carbonyl)phenyl]phenyl]azetidine-1-carbonyl]pyrrolidine-3-carboxamide CC1=CC(=C(C=C1)C1=CC=C(C=C1)C1CN(C1)C(=O)N1C[C@H](CC1)C(=O)N)C(=O)N1CCCC1